2-[(2R,5S)-5-methyl-2-[2-(2-pyrrolidin-1-ylethyl)-1,3-benzothiazol-5-yl]-1-piperidyl]-2-oxo-N-(1-tetrahydropyran-2-ylpyrazolo[3,4-c]pyridin-4-yl)acetamide C[C@H]1CC[C@@H](N(C1)C(C(=O)NC1=C2C(=CN=C1)N(N=C2)C2OCCCC2)=O)C=2C=CC1=C(N=C(S1)CCN1CCCC1)C2